ClC1=C2C=NN(C2=C(C=C1)C(=O)NC1CC2(CCC2)C1)[C@@H](C)C1=CC=C(C=C1)C1=CC(=NC=C1)OCC (Ra)-6-(4-Chloro-1-((S)-1-(4-(2-ethoxypyridin-4-yl)phenyl)ethyl)-1H-indazol-7-carboxamido)spiro[3.3]heptan